5-(3-cyanophenyl)-N-((3r,5r)-5-methylpyrrolidin-3-yl)-1,3,4-oxadiazole-2-carboxamide TFA salt OC(=O)C(F)(F)F.C(#N)C=1C=C(C=CC1)C1=NN=C(O1)C(=O)N[C@H]1CN[C@@H](C1)C